N1(CCC2=CC=CC=C12)C(=O)C=1C=NC=C(C1)C1=CC=CC=C1 (2,3-dihydro-1H-indol-1-yl)(5-phenyl-3-pyridinyl)methanone